O=C1NC(CCC1NC1=C(C=C(C=C1)C1CCN(CC1)CC(=O)NC1=CC2=CC(=C(C(=C2C=C1)F)N1S(NC(C1)=O)(=O)=O)O)OC1=CC=CC=C1)=O 2-[4-[4-[(2,6-dioxo-3-piperidyl)amino]-3-phenoxy-phenyl]-1-piperidyl]-N-[5-fluoro-7-hydroxy-6-(1,1,4-trioxo-1,2,5-thiadiazolidin-2-yl)-2-naphthyl]acetamide